pentyl 9-((5-(heptadecan-9-yloxy)-5-oxopentyl)(4-((2-(methylamino)-3,4-dioxocyclobut-1-en-1-yl)amino)butyl)amino)nonanoate CCCCCCCCC(CCCCCCCC)OC(CCCCN(CCCCCCCCC(=O)OCCCCC)CCCCNC1=C(C(C1=O)=O)NC)=O